C(CCCCCCCCC)SC1(C=CC(CC1)C(C)C)C decyl(4-isopropyl-1-methylcyclohex-2-en-1-yl)sulfane